4'-isopropylidene diphenyl diphosphite O1P(OC1(C)C)OP(OC1=CC=CC=C1)OC1=CC=CC=C1